O1[SiH2]O[SiH2]O[SiH2]O[SiH2]O[SiH2]1 Cyclopenta-siloxane